5-Bromo-3-fluoro-2-isopropoxypyridine BrC=1C=C(C(=NC1)OC(C)C)F